bis(2-methylpropyl)alumanylium CC(C[Al+]CC(C)C)C